C(C)(=O)[O-].ClC1=C(O[NH3+])C=CC(=C1)Cl 2,4-dichlorophenoxyammonium acetate